2-butyl-4-chloro-7-isopropoxy-1H-imidazo[4,5-d]pyridazine C(CCC)C1=NC=2C(=C(N=NC2Cl)OC(C)C)N1